N1N=NN=C1C1=C(CN2C3=NC(=NC(=C3N=C2)NC)Cl)C=CC=C1 9-(2-(1H-tetrazol-5-yl)benzyl)-2-chloro-N-methyl-9H-purin-6-amine